((5-(cyclohex-1-en-1-yl)-6-isopropyl-1H-pyrazolo[4,3-g]isoquinolin-8-yl)imino)dimethyl-λ6-sulfanone C1(=CCCCC1)C1=C(N=C(C2=CC3=C(C=C12)C=NN3)N=S(=O)(C)C)C(C)C